(3R,5S)-1-(8-chloroquinolin-5-yl)-5-methylpiperidin ClC=1C=CC(=C2C=CC=NC12)N1CCC[C@@H](C1)C